COC(CCCC(C(C)O)C)(C)C (+-)-7-METHOXY-3,7-DIMETHYL-2-OCTANOL